4-{4-[1-(9-fluorenylmethoxycarbonylamino)ethyl]-2-methoxy-5-nitrophenoxy}butyric acid C1=CC=CC=2C3=CC=CC=C3C(C12)COC(=O)NC(C)C1=CC(=C(OCCCC(=O)O)C=C1[N+](=O)[O-])OC